7-methoxy-2-azaspiro[3.5]nonane-2-carboxylate COC1CCC2(CN(C2)C(=O)[O-])CC1